ClC1=CC2=C(O[C@@H](CN(S2(=O)=O)CC2=CC(=CC=3C=CSC32)[C@H](CC(=O)OCC)C3=C(C2=C(N(N=N2)C)C=C3)C)CC)C=C1F ethyl (3S)-3-(7-{[(4R)-8-chloro-4-ethyl-7-fluoro-1,1-dioxido-3,4-dihydro-2H-5,1,2-benzoxathiazepin-2-yl]methyl}-1-benzothiophen-5-yl)-3-(1,4-dimethyl-1H-benzotriazol-5-yl)propanoate